BrC(=CC1CCC(N(C1)C(C(=O)N)CC)=O)Br 2-[5-(2,2-dibromovinyl)-2-oxo-1-piperidinyl]butanamide